5-(chloromethyl)furan-2-carbonyl chloride ClCC1=CC=C(O1)C(=O)Cl